[O+]1(SNC=C1)[O-] 1,2,3-oxathiazole-1-oxide